4-(1-(2-((5-carbamoylpyridin-3-yl)amino)-2-oxoacetyl)-5-methylpiperidin-2-yl)phenyl Acetate C(C)(=O)OC1=CC=C(C=C1)C1N(CC(CC1)C)C(C(=O)NC=1C=NC=C(C1)C(N)=O)=O